8-bromo-1-(4-methoxybenzyl)-4-(5-methyloxazol-2-yl)-1,3-dihydro-2H-benzo[b]azepin-2-one BrC=1C=CC2=C(N(C(CC(=C2)C=2OC(=CN2)C)=O)CC2=CC=C(C=C2)OC)C1